5-chloro-3-((3,5-dichloro-phenylimino)meth-yl)-2-(isobutyryloxy)phenyl 3-methylbenzoate CC=1C=C(C(=O)OC2=C(C(=CC(=C2)Cl)C=NC2=CC(=CC(=C2)Cl)Cl)OC(C(C)C)=O)C=CC1